C(C)OC(NC(\C(=N/NC1=CC(=C(C(=C1)Cl)OC1=NC=C(C(=C1)S(NC1CCC1)(=O)=O)OC)Cl)\C#N)=O)=O N-[(2Z)-2-cyano-2-[[3,5-dichloro-4-[[4-(cyclobutylsulfamoyl)-5-methoxy-2-pyridinyl]oxy]phenyl]hydrazono]acetyl]carbamic acid ethyl ester